C1(CCCC1)NC1=CC=C(C=C1)[C@@H]1NCCC[C@@H]1C(=O)OCC ethyl (2R,3S)-2-(4-(cyclopentylamino)phenyl)piperidine-3-carboxylate